C[C@H]1CC[C@@H](N(C1)C(=O)OC(C)(C)C)C=1C=CC2=C(C=C(S2)C2CCN(CC2)C)C1 tert-butyl (2R,5S)-5-methyl-2-[2-(1-methyl-4-piperidyl)benzothiophen-5-yl]piperidine-1-carboxylate